(S)-N-(4-(1-(5-(6-ethoxypyrazin-2-yl)thiazol-2-yl)piperazin-2-yl)pyrimidin-2-yl)cyclopropanesulfonamide C(C)OC1=CN=CC(=N1)C1=CN=C(S1)N1[C@@H](CNCC1)C1=NC(=NC=C1)NS(=O)(=O)C1CC1